FC([C@@](C)(O)[C@H]1[C@@H]2CCN([C@H]([C@H]2CCC1)C)C(CC1=C(C(=NC=C1Cl)[C@H](C)O)Cl)=O)F 1-[(1S,4aR,5R,8aS)-5-[(1S)-2,2-difluoro-1-hydroxy-1-methyl-ethyl]-1-methyl-3,4,4a,5,6,7,8,8a-octahydro-1H-isoquinolin-2-yl]-2-[3,5-dichloro-2-[(1S)-1-hydroxyethyl]-4-pyridyl]ethanone